2-(1-(3-Fluoro-5-methylphenyl)-3-(1H-pyrrol-3-yl)-1H-pyrazol-4-yl)-5-methyl-3-(2-(2-oxoindolin-6-yl)ethyl)oxazolidin-4-one FC=1C=C(C=C(C1)C)N1N=C(C(=C1)C1OC(C(N1CCC1=CC=C2CC(NC2=C1)=O)=O)C)C1=CNC=C1